(R)-benzylsuccinate C(C1=CC=CC=C1)[C@@H](C(=O)[O-])CC(=O)[O-]